C12CCC(CCC2C1)C(C(CBr)=O)NC(OCC1=CC=CC=C1)=O benzyl (1-(bicyclo[5.1.0]octan-4-yl)-3-bromo-2-oxopropyl)carbamate